2-(4-aminopiperidin-1-yl)-9-isopropyl-N-(2-(3-(piperidin-4-ylamino)-1H-pyrazol-1-yl)benzyl)-9H-purin-6-amine 2,2,2-trifluoroacetate FC(C(=O)O)(F)F.NC1CCN(CC1)C1=NC(=C2N=CN(C2=N1)C(C)C)NCC1=C(C=CC=C1)N1N=C(C=C1)NC1CCNCC1